BrC=1C=C(C=2N(C1)N=C(N2)C(CN2C(NC1(C2)CCN(CC1)C(=O)OC(C)(C)C)=O)O[Si](C)(C)C(C)(C)C)C tert-butyl 3-[2-(6-bromo-8-methyl-[1,2,4]triazolo[1,5-a]pyridin-2-yl)-2-[tert-butyl(dimethyl)silyl]oxy-ethyl]-2-oxo-1,3,8-triazaspiro[4.5]decane-8-carboxylate